tert-Butyl-(3R)-3-({[(3aR,4S,6R,6aS)-6-{4-amino-5-bromopyrrolo[2,3-d]pyrimidin-7-yl}-2,2-dimethyl-tetrahydro-3aH-cyclopenta[d][1,3]dioxol-4-yl]formamido}methyl)piperidine-1-carboxylate C(C)(C)(C)OC(=O)N1C[C@H](CCC1)CNC(=O)[C@H]1C[C@H]([C@@H]2OC(O[C@@H]21)(C)C)N2C=C(C1=C2N=CN=C1N)Br